N,N-dimethylaminoethylene glycol benzyl-2,2-diethylbut-3-enoate C(C1=CC=CC=C1)C(C(C(=O)O)(CC)CC)=C.CN(C)C(CO)O